FC(OC=1C=CC(=C(C1)N1C(N([C@@H](C1)C#N)C1=CN=CC2=CC=CC=C12)=O)F)F (S)-1-(5-(difluoromethoxy)-2-fluorophenyl)-3-(isoquinolin-4-yl)-2-oxoimidazoline-4-carbonitrile